4-(5-(thien-2-yl)-1,3,4-oxadiazole-2-carbonyl)piperidine-1-carboxylic acid tert-butyl ester C(C)(C)(C)OC(=O)N1CCC(CC1)C(=O)C=1OC(=NN1)C=1SC=CC1